C(CC(C)C)OC(CC(C)C)=O.CC1CCC(N1CC1=CC=C(C=C1)C1=NOC(=N1)C(F)(F)F)=O 5-methyl-1-[[4-[5-(trifluoromethyl)-1,2,4-oxadiazol-3-yl]phenyl]methyl]pyrrolidone ISOAMYLISOVALERAT